(3-chloro-6-fluoro-2-phenylethyl-phenyl)-5-hydroxy-2,6-dimethyl-pyridazin-3-one ClC=1C(=C(C(=CC1)F)C=1C(N(N=C(C1O)C)C)=O)CCC1=CC=CC=C1